(1r,3r,5S)-bicyclo[3.1.0]hexane-3-ol [C@H]12CC(C[C@@H]2C1)O